C(C=C)OC=1C=C(C=C(C1)C(=O)OCC)C1=CC(=CC(=C1)C(=O)OCC)OCC=C 3,3'-Diallyloxy-5,5'-diethoxycarbonyl-1,1'-biphenyl